vanadium chromium tin aluminum [Al].[Sn].[Cr].[V]